(2R,3R)-3-{[4-(1-methyl-1H-indazol-6-yl)-1-oxo-2,3-dihydro-1H-isoindol-2-yl]methyl}oxirane-2-carbonitrile CN1N=CC2=CC=C(C=C12)C1=C2CN(C(C2=CC=C1)=O)C[C@@H]1[C@H](O1)C#N